CN1C=C(C2=CC=CC=C12)C1=NC(=NC=C1)NC1=CC(=CC=C1)OCCCCN1C(=NC=C1)[N+](=O)[O-] 4-(1-methyl-1H-indol-3-yl)-N-(3-(4-(2-nitro-1H-imidazol-1-yl)butoxy)phenyl)pyrimidin-2-amine